NC=1C(N(C=CC1)C1=NC=C(C=C1F)C#CC)=O 3-amino-3'-fluoro-5'-(prop-1-yn-1-yl)-2H-[1,2'-bipyridin]-2-one